Ethyl (S)-3-(2'-chloro-5-cyclopropyl-4-fluoro-6'-(hex-5-en-1-yl)-[1,1'-biphenyl]-3-yl)-3-((R)-2-hydroxypent-4-enamido)propanoate ClC1=C(C(=CC=C1)CCCCC=C)C1=CC(=C(C(=C1)C1CC1)F)[C@H](CC(=O)OCC)NC([C@@H](CC=C)O)=O